N(=[N+]=[N-])[C@@H]1[C@@H](O[Si](C)(C)C(C)(C)C(C)C)O[C@H]([C@H]([C@H]1O)O)C 2-Azido-2-deoxy-1-O-(thexyldimethylsilyl)-β-L-fucopyranose